tert-butyl (2-(((1r,3R)-3-((tert-butoxycarbonyl)amino)cyclobutyl)methoxy)pyridin-4-yl)(1-(tert-butyl)-3-((1R,3R,4S)-3-fluoro-4-hydroxycyclopentyl)-1H-pyrazol-5-yl)carbamate C(C)(C)(C)OC(=O)NC1CC(C1)COC1=NC=CC(=C1)N(C(OC(C)(C)C)=O)C1=CC(=NN1C(C)(C)C)[C@H]1C[C@H]([C@H](C1)O)F